(9H-fluoren-9-yl)methyl (4S)-4-({[(tert-butoxy)carbonyl]amino}methyl)-5-oxo-1,3-oxazolidine-3-carboxylate C(C)(C)(C)OC(=O)NC[C@@H]1N(COC1=O)C(=O)OCC1C2=CC=CC=C2C=2C=CC=CC12